FC=1C=C(C=CC1F)C1=NC(=NC=C1C)C(=O)N[C@@H]1C(N(C2=C(OC1)C=CC=N2)C)=O (S)-4-(3,4-difluorophenyl)-5-methyl-N-(5-methyl-4-oxo-2,3,4,5-tetrahydropyrido[3,2-b][1,4]oxazepin-3-yl)pyrimidine-2-carboxamide